6-(difluoromethyl)-N-methyl-5-(piperazin-1-yl)pyridineamide FC(C1=C(C=CC(=N1)C(=O)NC)N1CCNCC1)F